BrC(C1=CC=CC=C1)N=C=O Bromobenzylisocyanat